1-(((2-((4-amino-2-butyl-1H-imidazo[4,5-d]thieno[3,2-b]pyridin-1-yl)methyl)thiazol-5-yl)methyl)amino)-2-methylpropan-2-ol NC1=C2C(=C3C(=N1)C=CS3)N(C(=N2)CCCC)CC=2SC(=CN2)CNCC(C)(O)C